S1N=CN=C1N[C@@H]1[C@H]([C@H]([C@H](O[C@H]1OC)CO)O)O (2R,3R,4R,5R,6R)-5-((1,2,4-thiadiazol-5-yl)amino)-2-(hydroxymethyl)-6-methoxytetrahydro-2H-pyran-3,4-diol